NC1CCC(CC1)C(=O)NC (1R,4R)-4-amino-N-methylcyclohexanecarboxamide